10,10'-oxybis-12H-phthaloperin-12-one O(C1=CC=C2C3=NC4=CC=CC5=CC=CC(N3C(C2=C1)=O)=C54)C5=CC=C4C1=NC2=CC=CC3=CC=CC(N1C(C4=C5)=O)=C32